(R)-2-(3-(1-(4-methyl-4H-1,2,4-triazol-3-yl)propan-2-yl)phenyl)-6-(1H-pyrazol-1-yl)-4-(trifluoromethyl)isoindolin-1-one CN1C(=NN=C1)C[C@@H](C)C=1C=C(C=CC1)N1C(C2=CC(=CC(=C2C1)C(F)(F)F)N1N=CC=C1)=O